N1(C=NC=C1)C1=CC=C(C=C1)N1C=NC=C1 1,4-bis(1h-imidazol-1-yl)benzene